3-Pyridinesulfonic acid methyl ester COS(=O)(=O)C=1C=NC=CC1